N-[5-[(tert-butyldimethylsilyl)oxy]pyridin-2-yl]-1-(5-chloropyridin-2-yl)piperidine-4-sulfonamide [Si](C)(C)(C(C)(C)C)OC=1C=CC(=NC1)NS(=O)(=O)C1CCN(CC1)C1=NC=C(C=C1)Cl